C(C)(C)(C)OC(N(CC1=NC2=C(N1C)C=C(C(=C2)F)F)C2=CC(=NC=1N2N=CC1C1CC1)Cl)=O (5-chloro-3-cyclopropylpyrazolo[1,5-a]pyrimidin-7-yl)((5,6-difluoro-1-methyl-1H-benzo[d]imidazol-2-yl)methyl)carbamic acid tert-butyl ester